COC=1C=C(CN(C=2OC=C(N2)CN2C(CNC(C2)=O)=O)CC2=CC(=CC=C2)OC)C=CC1 1-((2-(bis(3-methoxybenzyl)amino)oxazol-4-yl)methyl)piperazine-2,5-dione